F[Ti].[K] potassium fluorotitanium